(5S,8R)-N-(2-Chloro-4-fluoro-6-(hydroxymethyl)benzyl)-8-(cyanomethyl)-5-fluoro-8-hydroxy-5,6,7,8-tetrahydrochinolin-5-carboxamid ClC1=C(CNC(=O)[C@]2(C=3C=CC=NC3[C@](CC2)(O)CC#N)F)C(=CC(=C1)F)CO